3-(6-Amino-3-methyl-2-oxo-benzimidazol-1-yl)-N-methyl-propanamide NC=1C=CC2=C(N(C(N2C)=O)CCC(=O)NC)C1